[F-].[NH4+].[NH4+].[F-] diammonium fluoride